FC1=C(C(=O)O)C(=CC=C1)C(C1=C(C=C(C=C1)C)OC)=O 2-fluoro-6-(2-methoxy-4-methylbenzoyl)benzoic acid